5-((6-(5-(((4-(Ethoxymethyl)pyrimidin-2-yl)oxy)methyl)-1-methyl-1H-1,2,3-triazol-4-yl)-2-methylpyridin-3-yl)oxy)octahydropentalene-1-carboxylic acid C(C)OCC1=NC(=NC=C1)OCC1=C(N=NN1C)C1=CC=C(C(=N1)C)OC1CC2CCC(C2C1)C(=O)O